[Si](C)(C)(C(C)(C)C)OCCCCCC(C=1N=C(SC1)C)NC(OC1=CC=C(C=C1)[N+](=O)[O-])=O 4-nitrophenyl (6-((tert-butyldimethylsilyl)oxy)-1-(2-methylthiazol-4-yl)hexyl)carbamate